Ethyl 1-((3,3-difluoro-1-methylcyclobutyl)methyl)-4-iodo-3-(spiro[2.2]pentan-1-yl)-1H-pyrazole-5-carboxylate FC1(CC(C1)(C)CN1N=C(C(=C1C(=O)OCC)I)C1CC12CC2)F